S1C=NC(=C1)COC1=C(C=C2C=C(N(C2=C1)S(=O)(=O)C1=CC=C(C)C=C1)CNC(OC(C)(C)C)=O)C(F)(F)F tert-butyl ((6-(thiazol-4-ylmethoxy)-1-tosyl-5-(trifluoromethyl)-1H-indol-2-yl)methyl)carbamate